(5-((1-(difluoromethyl)cyclopropyl)ethynyl)-3,4-dihydro-1,7-naphthyridin-1(2H)-yl)-7-fluoro-1-methyl-[1,2,4]triazolo[4,3-a]quinazoline FC(C1(CC1)C#CC1=C2CCCN(C2=CN=C1)C1=NC=2N(C3=CC=C(C=C13)F)C(=NN2)C)F